N-(1-cyanocyclopropyl)-4-(2,2-difluoro-7-((5-methoxy-7-methyl-1H-indol-4-yl)methyl)-7-azaspiro[3.5]nonan-6-yl)benzamide C(#N)C1(CC1)NC(C1=CC=C(C=C1)C1CC2(CC(C2)(F)F)CCN1CC1=C2C=CNC2=C(C=C1OC)C)=O